N-(2-(1-((2-(2,4-dioxotetrahydropyrimidin-1(2H)-yl)-5-fluoropyridin-4-yl)methyl)piperidin-4-yl)-6-methoxy-2H-indazol-5-yl)-6-(trifluoromethyl)nicotinamide O=C1N(CCC(N1)=O)C1=NC=C(C(=C1)CN1CCC(CC1)N1N=C2C=C(C(=CC2=C1)NC(C1=CN=C(C=C1)C(F)(F)F)=O)OC)F